C12(C(CC3=CC=CC=C13)C=1C=NN(C1)C)CCC1(CC2)OCCO1 4-(2'',3''-dihydrodispiro[[1,3]dioxolane-2,1'-cyclohexane-4',1''-inden]-2''-yl)-1-methyl-1H-pyrazole